C(C)(=O)C1=NN(C2=CC=C(C=C12)C=1C=NC(=NC1)NS(=O)(=O)C)CC(=O)O (3-acetyl-5-(2-(methylsulfonamido)pyrimidin-5-yl)-1H-indazol-1-yl)acetic acid